5-(methoxymethyl)-N2-(1-methylpiperidin-4-yl)pyrido[2,3-d]pyrimidine-2,4-diamine COCC1=CC=NC=2N=C(N=C(C21)N)NC2CCN(CC2)C